FC1=CC=C(C=C1)C1=C(CCC(C1)(C)C)CN1CC(C1)=CC=1C=C2CN(C(C2=CC1)=O)C1C(NC(CC1)=O)=O 3-(5-((1-((4'-fluoro-5,5-dimethyl-3,4,5,6-tetrahydro-[1,1'-biphenyl]-2-yl)methyl)azetidin-3-ylidene)methyl)-1-oxoisoindolin-2-yl)piperidine-2,6-dione